BrC=1C=C(C=CC1OC=1C=C2C(=NC1)NC=C2)N2C(N(CC2=O)C2=CC(=CC=C2)C(F)(F)F)=O 3-[3-bromo-4-(1H-pyrrolo[2,3-b]pyridin-5-yloxy)phenyl]-1-[3-(trifluoromethyl)phenyl]-2,4-imidazolidinedione